4-methyl-2-(3-pyridylmethyl)pent-4-enoic acid CC(CC(C(=O)O)CC=1C=NC=CC1)=C